1,2-dihydrospiro[indole-3,4'-piperidine]-1-carboxylate N1CCC2(CC1)CN(C1=CC=CC=C12)C(=O)[O-]